R-N-methyl-2-(2-hydroxyethyl)pyrrolidine CN1[C@H](CCC1)CCO